FC1=CC=C(C(=O)N2[C@@H](CC[C@@H](C2)C2=NC(=NO2)C2=CC=C(C=C2)F)C)C=C1 (2R,5S)-1-(4-fluorobenzoyl)-5-[3-(4-fluorophenyl)-1,2,4-oxadiazol-5-yl]-2-methylpiperidine